[N+](=O)([O-])C=1C=CC2=C(C(N(S2)C2=CC=NC=C2)=O)C1 5-nitro-2-(4-pyridyl)-1,2-benzothiazol-3(2H)-one